CN1CCN(CC1)C(=O)C1=CNC=2N=CC=3C=CC(=CC3C21)C=2C=NC=CC2 (4-methylpiperazin-1-yl)(8-(pyridin-3-yl)-3H-pyrrolo[2,3-c]isoquinolin-1-yl)methanone